FC(C1=CC=C(C=N1)C(=O)C=1C(=C(N(C1)S(=O)(=O)C1=CC=C(C=C1)C)C(=O)OCC)C)F ethyl 4-(6-(difluoromethyl) pyridine-3-carbonyl)-3-methyl-1-(4-methylbenzene-1-sulfonyl)-1H-pyrrole-2-carboxylate